1-acryloyl-4-(methylsulfonyl)piperazin C(C=C)(=O)N1CCN(CC1)S(=O)(=O)C